1-Tert-butyl N-[2-[2-[2-[1-[1-[(4-methoxyphenyl)methyl]-2,6-dioxo-3-piperidyl]-3-methyl-2-oxo-benzimidazol-5-yl]oxyethoxy]ethoxy]ethyl]carbamate COC1=CC=C(C=C1)CN1C(C(CCC1=O)N1C(N(C2=C1C=CC(=C2)OCCOCCOCCNC(OC(C)(C)C)=O)C)=O)=O